1,2,4,5-tetrakis(2,3,4-trihydroxybenzoyl)benzene OC1=C(C(=O)C2=C(C=C(C(=C2)C(C2=C(C(=C(C=C2)O)O)O)=O)C(C2=C(C(=C(C=C2)O)O)O)=O)C(C2=C(C(=C(C=C2)O)O)O)=O)C=CC(=C1O)O